FC(C(=O)O)(F)F.NCCCC(=O)N[C@H]1CCC=2C=3C1=C1C(=NC3C=C(C2C)F)C2=CC3=C(C(N2C1)=O)COC([C@]3(O)CC)O 4-amino-N-[(1S,9S)-9-ethyl-5-fluoro-9,10-dihydroxy-4-methyl-13-oxo-2,3,9,10,13,15-hexahydro-1H,12H-benzo[de]pyrano[3',4':6,7]indolizino[1,2-b]quinolin-1-yl]butanamide trifluoroacetate